CN1N=CC(=C1CC#N)S(=O)(=O)N1CCC(CC1)C=1C(=CC=2N(C1)N=CN2)C(F)(F)F 2-(1-methyl-4-((4-(7-(trifluoromethyl)-[1,2,4]triazolo[1,5-a]pyridin-6-yl)piperidin-1-yl)sulfonyl)-1H-pyrazol-5-yl)acetonitrile